C(C)(=O)OCC=1C(=NC=CC1C1=CN(C(C(=C1)NC1=NC=C(C=C1)S(=O)(=O)C)=O)C)N1C(C=2N(C=3CCCCC3C2)CC1)=O (4-(1-Methyl-5-(5-(methylsulfonyl)pyridin-2-ylamino)-6-oxo-1,6-dihydropyridin-3-yl)-2-(1-oxo-3,4,6,7,8,9-hexahydropyrazino[1,2-a]indol-2(1H)-yl)pyridine-3-yl)methyl acetate